N1N=CN=C1C1=CC=C(C=C1)C1=CC=C(C=C1)C=1C(=NN(N1)COCC[Si](C)(C)C)C(=O)OCC ethyl 5-(4'-(1H-1,2,4-triazol-5-yl)-[1,1'-biphenyl]-4-yl)-2-((2-(trimethylsilyl)ethoxy)methyl)-2H-1,2,3-triazole-4-carboxylate